N,N-dimethyl-2-(piperazin-1-yl)acetamide hydrochloride Cl.CN(C(CN1CCNCC1)=O)C